C(C)(C)(C)OC(=O)N[C@H]1CN(CCC1)C(=O)C1=CC2=C(N(C(=N2)C2=CC=C(N2CC2CC2)C(=O)O)C)C(=C1)OC (R)-5-(5-(3-((tert-butoxycarbonyl)amino)piperidine-1-carbonyl)-7-methoxy-1-methyl-1H-benzo[d]imidazol-2-yl)-1-(cyclopropylmethyl)-1H-pyrrole-2-carboxylic acid